C1(=CC=CC=C1)C1C(C1C1=CC=CC=C1)=O 2,3-diphenylcyclopropanone